C(CC)[N+](CCC)(CCC)CCC N,N,N,N-tetrapropylammonium